3,4,5-Triacetyloxy-6-[4-(3-phenylprop-2-enoyl)phenoxy]oxan C(C)(=O)OC1COC(C(C1OC(C)=O)OC(C)=O)OC1=CC=C(C=C1)C(C=CC1=CC=CC=C1)=O